C(C1=CC=CC=C1)(C1=CC=CC=C1)N1CC2C(C1)CN(C2)CC=2C=C1CN(C(C1=C(C2)F)=O)C2C(NC(CC2)=O)=O 3-(5-((5-benzhydryl-hexahydropyrrolo[3,4-c]pyrrol-2(1H)-yl)methyl)-7-fluoro-1-oxoisoindolin-2-yl)piperidine-2,6-dione